1,5-dimethyl-7,8-dihydro-4H-pyrazolo[4,3-c]azepin-6-one CN1N=CC=2CN(C(CCC21)=O)C